[N+](=O)([O-])OC1C2OC3C(C(N(C1C3)[N+](=O)[O-])C2)O[N+](=O)[O-] 6-nitro-2-oxa-6-aza-adamantane-4,8-diol dinitrate